(E)-N-(2,4-dimethoxy-6-(4-methoxystyryl)benzyl)-1-(4-fluorophenyl)methylammonium chloride salt [Cl-].COC1=C(C[NH2+]CC2=CC=C(C=C2)F)C(=CC(=C1)OC)\C=C\C1=CC=C(C=C1)OC